1-iodophthalate IC1(C(=O)[O-])C(C(=O)[O-])C=CC=C1